2,2,2-Trifluoro-N-(trifluoroacetyl)acetamide C(=O)(C(F)(F)F)NC(=O)C(F)(F)F